2-Hydroxy-4-azonia-spiro[3.5]nonane chloride [Cl-].OC1C[N+]2(C1)CCCCC2